6-bromo-1-methyl-7-(trifluoromethyl)-[1,2,4]triazolo[4,3-a]pyrimidin-5-one BrC1=C(N=C2N(C1=O)C=NN2C)C(F)(F)F